FC1=C(C(=O)NC(NC=2C(=NC=CC2)C)=O)C(=CC(=C1)C(F)(F)F)OC 2-fluoro-6-methoxy-N-((2-methylpyridin-3-yl)carbamoyl)-4-(trifluoromethyl)benzamide